[N+](=O)([O-])C1=CC=C(C=C1)C#CN1C(OCC1)=O 3-((4-nitrophenyl)ethynyl)oxazolidin-2-one